C(#N)C1=CC=C(C2=C1CCO2)[C@H]2C(=C(NC1=C(C=NC(=C21)OCC)C)C)C(=O)N (R)-4-(4-cyano-2,3-dihydrobenzofuran-7-yl)-5-ethoxy-2,8-dimethyl-1,4-dihydro-1,6-naphthyridine-3-formamide